CN1N=NC(=C1COC1OCCCC1)C1=CC=C(C=C1)NC(=O)[C@@H]1[C@H](CCCC1)C(=O)O (1S,2S)-2-((4-(1-methyl-5-(((tetrahydro-2H-pyran-2-yl)oxy)methyl)-1H-1,2,3-triazol-4-yl)phenyl)carbamoyl)cyclohexane-1-carboxylic acid